C(CCC)B1OC(C)(C)C(C)(C)O1 n-Butylboronic acid pinacol ester